N1C[C@H](CCC1)NC(=O)C=1SC(=CC1NC(=O)N)C1=CC(=CC=C1)F 5-(3-Fluorophenyl)-3-ureidothiophene-2-carboxylic acid N-[(S)-piperidin-3-yl]amide